C(C)N(C(C(=C)C)=O)[C@@H]1CNCC1 N-Ethyl-2-methyl-N-[(3S)-pyrrolidin-3-yl]propenamide